2-(3-(morpholinyl)propoxy)-4-(3-chloro-4-fluoroanilino)pyrimidine N1(CCOCC1)CCCOC1=NC=CC(=N1)NC1=CC(=C(C=C1)F)Cl